tert-butyl (S)-3-((6-((trimethylsilyl)ethynyl)pyridin-3-yl)oxy)pyrrolidine-1-carboxylate C[Si](C)(C)C#CC1=CC=C(C=N1)O[C@@H]1CN(CC1)C(=O)OC(C)(C)C